N1(CCC1)C1=CC(=NC=C1)Br 4-(azetidin-1-yl)-2-bromopyridine